3-((2S)-3-(8-(1H-pyrazol-4-ylsulfonyl)-1-oxa-8-azaspiro[4.5]decan-3-ylamino)-2-hydroxypropoxy)-N-methylbenzenesulfonamide N1N=CC(=C1)S(=O)(=O)N1CCC2(CC(CO2)NC[C@@H](COC=2C=C(C=CC2)S(=O)(=O)NC)O)CC1